C(CCCCCCCCCCCCCCCCCCC)(=O)O.CCCCCCCCCCCCCCCCCCCCCCCCCCC heptacosane arachidate